BrC1=C(C=C2C(=NC(=NC2=C1F)Cl)N1CC=2N(CCC1)N=C(C2)C(=O)N2CCCC2)F (5-(7-Bromo-2-chloro-6,8-difluoroquinazolin-4-yl)-5,6,7,8-tetrahydro-4H-pyrazolo[1,5-a][1,4]diazepin-2-yl)(pyrrolidin-1-yl)methanone